FC(C(O)C1=CC=2N(C=C1)N=CC2[N+](=O)[O-])(F)F 2,2,2-Trifluoro-1-(3-nitropyrazolo[1,5-a]pyridin-5-yl)ethan-1-ol